OC[C@H]1N(C[C@@H](N(C1)C(=O)OC(C)(C)C)C)C(=O)OC(C)(C)C di-tert-butyl (2s,5s)-2-(hydroxymethyl)-5-methylpiperazine-1,4-dicarboxylate